(-)-camphanic chloride CC1(C2CCC1(C(C2)C(=O)Cl)C)C